11H-indeno[1,2-b]quinoxalin-11-one oxime dihydrochloride Cl.Cl.C1=C2C(C=3C(=NC=4C=CC=CC4N3)C2=CC=C1)=NO